FC1=C(C=C2C=CN(C(C2=C1)=O)CC1=CC(=CC=C1)NC=1C=NNC(C1C(F)(F)F)=O)C1=NC=C(C=N1)C(F)(F)F 7-fluoro-2-[[3-[[6-oxo-5-(trifluoromethyl)-1H-pyridazin-4-yl]amino]phenyl]methyl]-6-[5-(trifluoromethyl)pyrimidin-2-yl]isoquinolin-1-one